methyl ethyl ether Lithium sulfur [S].[Li].C(C)OC